C1(CC1)C1=C(C(=NO1)C1=C(C=CC=C1Cl)Cl)C=C 5-cyclopropyl-3-(2,6-dichlorophenyl)-4-vinylisoxazole